ClC=1C=C(C=CC1F)C1=CSC2=C1C(N(C=C2)CC(=O)N2CC(CC2)F)=O 3-(3-Chloro-4-fluoro-phenyl)-5-[2-(3-fluoro-pyrrolidin-1-yl)-2-oxo-ethyl]-5H-thieno[3,2-c]pyridin-4-one